3,4-epoxy-5-methylcyclohexylmethyl-3,4-epoxy-5-methylcyclohexanecarboxylate CC1C2C(CC(C1)COC(=O)C1CC3C(C(C1)C)O3)O2